F[C@H]1CN(CC[C@H]1NC=1C=2N(C=CC1)C(=C(N2)C#CCNC2=C(C=C(C(=O)NC)C=C2)OC)CC(F)(F)F)C 4-{[3-(8-{[(3S,4R)-3-fluoro-1-methylpiperidin-4-yl]amino}-3-(2,2,2-trifluoroethyl)imidazo[1,2-a]pyridin-2-yl)prop-2-yn-1-yl]amino}3-methoxy-N-methylbenzamide